(2S,4R)-1-[(2S)-2-[4-(4-ethoxy-2,3-difluoro-phenyl)triazol-1-yl]-3,3-dimethyl-butanoyl]-4-hydroxy-N-methyl-pyrrolidine-2-carboxamide C(C)OC1=C(C(=C(C=C1)C=1N=NN(C1)[C@H](C(=O)N1[C@@H](C[C@H](C1)O)C(=O)NC)C(C)(C)C)F)F